C(C)C1=CN=C2N1C=C(C=N2)C=2C=CN1N=C(N=CC12)NCC1(CC1)C 5-(3-ethylimidazo[1,2-a]pyrimidin-6-yl)-N-((1-methylcyclopropyl)methyl)pyrrolo[2,1-f][1,2,4]triazin-2-amine